(2-methyl-phenyl)boronic acid CC1=C(C=CC=C1)B(O)O